C1(CC1)C(=O)N1CCC2=CC(=CC=C12)C=1N=C(SC1C)NC(CN1CCNCC1)=O N-[4-(1-cyclopropanecarbonyl-2,3-dihydro-1H-indol-5-yl)-5-methyl-1,3-thiazol-2-yl]-2-(piperazin-1-yl)acetamide